trans-N-(3-cyclopropoxy-cyclobutyl)-6-((5-methyl-3-(6-methylpyridin-3-yl)isoOxazol-4-yl)methoxy)pyridazine-3-carboxamide tantalum [Ta].C1(CC1)O[C@@H]1C[C@H](C1)NC(=O)C=1N=NC(=CC1)OCC=1C(=NOC1C)C=1C=NC(=CC1)C